C1(CC1)CN1C(N(C2=C1C=C(C=C2)F)C2=NC(=NC=C2)NC=2C(=CC(=C(C2)NC(C=C)=O)N(C)CCN(C)C)OC)=O N-(5-(4-(3-(cyclopropylmethyl)-5-fluoro-2-oxo-2,3-dihydro-1H-benzo[d]imidazol-1-yl)pyrimidin-2-ylamino)-2-((2-(dimethylamino)ethyl)(methyl)amino)-4-methoxyphenyl)acrylamide